N-(4-(5-methyl-1,2,4-oxadiazol-3-yl)benzyl)benzamide CC1=NC(=NO1)C1=CC=C(CNC(C2=CC=CC=C2)=O)C=C1